O=S1(C(=C2CN(C=3C=CC=CC3C2=C1S(=O)(=O)C1=CC=C(C=C1)Cl)S(=O)(=O)C1=CC=C(C)C=C1)C1=CC=CC=C1)=O 2,2-dioxo-1-(4-chlorobenzenesulfonyl)-3-phenyl-5-(4-toluenesulfonyl)-4,5-dihydrothieno[3,4-c]quinoline